ClC1=C(C=CC=C1NC(=O)C1=CC=C(C=N1)CN1[C@@H](CCCC1)C(=O)OC)C1=C(C(=CC=C1)NC(C1=NC=C(C=C1)C=O)=O)C methyl (S)-1-((6-((2-chloro-3'-(5-formylpicolinamido)-2'-methyl-[1,1'-bi-phenyl]-3-yl)carbamoyl)pyridin-3-yl)methyl)piperidine-2-carboxylate